N-(4-(2-aminothiazolo[5,4-b]pyridin-5-yl)phenyl)-N-(2-hydroxyethyl)methanesulfonamide tert-butyl-4-(7-chloro-6-methyl-9H-carbazol-3-yl)-3,6-dihydropyridine-1(2H)-carboxylate C(C)(C)(C)OC(=O)N1CCC(=CC1)C=1C=CC=2NC3=CC(=C(C=C3C2C1)C)Cl.NC=1SC2=NC(=CC=C2N1)C1=CC=C(C=C1)N(S(=O)(=O)C)CCO